CN1CC=CC=C1 1-methyl-pyridine